ClC1=NC=CC(=C1)OC=1C(=NN(C1)C1CC1)C1=CC=CC=C1 chloro-4-((1-cyclopropyl-3-phenyl-1H-pyrazol-4-yl)oxy)pyridine